piperidine-3-carboxylic acid (2-fluoro-ethyl)-amide FCCNC(=O)C1CNCCC1